CS(=O)(=O)OC(C=O)CCOS(=O)(=O)C 2,4-dimethyl-sulfonyloxybutanal